{4-[2-(5-chloro-2-fluorophenyl)-4,5,6,7-tetrahydropyrazolo[1,5-a]pyrazin-3-yl]-3-methyl-1H-pyrrolo[2,3-b]pyridin-1-yl}methanol ClC=1C=CC(=C(C1)C1=NN2C(CNCC2)=C1C1=C2C(=NC=C1)N(C=C2C)CO)F